CC=1C=CC(=NC1)C1C(C1)CN1C(NC2=C1C=CC=C2)=O 1-((2-(5-methylpyridin-2-yl)cyclopropyl)methyl)-1H-benzo[d]imidazol-2(3H)-one